3-(2,6-dichloro-3,5-dimethoxyphenyl)-7-(methylamino)-2-oxo-3,4-dihydropyrimido[4,5-d]pyrimidine ClC1=C(C(=C(C=C1OC)OC)Cl)N1C(NC2=NC(=NC=C2C1)NC)=O